[La].[Al] Aluminum-lanthanum